NC(CCC1CC1)(C1=NC=CC=C1)C=1C=CC(=C(C1)NC(=O)C1=CC(=NN1C1=CC(=CC=C1)CN)C(F)(F)F)F (-)-N-(5-(1-amino-3-cyclopropyl-1-(pyridin-2-yl)propyl)-2-fluorophenyl)-1-(3-(aminomethyl)phenyl)-3-(trifluoromethyl)-1H-pyrazole-5-carboxamide